C(C)N(C(C1=C(C=CC(=C1)F)OC=1C(=NC=NC1)N1CCC(CC1)(CNC[C@@H]1CC[C@H](CC1)NS(=O)(=O)C)O)=O)C(C)C N-ethyl-5-fluoro-2-((4-(4-hydroxy-4-((((trans-4-(methylsulfonamido)cyclohexyl)methyl)amino)methyl)piperidin-1-yl)pyrimidin-5-yl)oxy)-N-isopropylbenzamide